2-(2-methyl-1,3-benzothiazol-6-yl)-7-(1-methylpiperidin-4-yl)-4H-pyrido[1,2-a]pyrimidin-4-one CC=1SC2=C(N1)C=CC(=C2)C=2N=C1N(C(C2)=O)C=C(C=C1)C1CCN(CC1)C